FC=1C(=CC=C2C(=NC(=NC12)OCC12CCCN2CCC1)N1C[C@H]2CC[C@@H](C1)N2C/C=C/C(=O)N)C2=CC(=CC1=CC=CC(=C21)F)O (E)-4-((1R,5S)-3-(8-fluoro-7-(8-fluoro-3-hydroxynaphthalen-1-yl)-2-((tetrahydro-1H-pyrrolizin-7a(5H)-yl)methoxy)quinazolin-4-yl)-3,8-diazabicyclo[3.2.1]octan-8-yl)but-2-enamide